N1(N=NN=C1)CC(=O)N1C(CCC1)C(=O)N 1-[2-(1H-1,2,3,4-tetrazol-1-yl)acetyl]pyrrolidine-2-carboxamide